3-(4-(Benzothiazol-7-yl)phenyl)propanoic acid S1C=NC2=C1C(=CC=C2)C2=CC=C(C=C2)CCC(=O)O